NC1=NC=CC2=CC(=CC=C12)CNC(=O)C=1C=NC(=C(C1)Cl)N(CC1CCN(CC1)C1=CC=NC=C1)C N-[(1-amino-6-isoquinolinyl)methyl]-5-chloro-6-[methyl-[[1-(4-pyridyl)-4-piperidyl]methyl]amino]pyridine-3-carboxamide